[N+](=O)([O-])[O-].[Fe+3].FC=1C=C(C=CC1OC)CC(=O)C1=CC(=C(C(=C1)OC)OC)OC.[N+](=O)([O-])[O-].[N+](=O)([O-])[O-] 2-(3-fluoro-4-methoxyphenyl)-1-(3,4,5-trimethoxyphenyl)ethan-1-one iron(III) nitrate salt